FC1=C(N)C=C(C(=C1F)F)I 2,3,4-trifluoro-5-iodoaniline